10-(2-Methyl-pyridin-3-yl)-6-methyl-6,7-dihydro-spiro[dibenzo[c,e]azepine-7,1'-cyclopropan]-5-one, hydrochloride Cl.CC1=NC=CC=C1C=1C=CC2=C(C3=C(C(N(C24CC4)C)=O)C=CC=C3)C1